1-methyl-5-phenylbarbituric acid CN1C(=O)NC(=O)C(C1=O)C1=CC=CC=C1